(2r,3r)-2,3,4-trihydroxybutyraldehyde O[C@@H](C=O)[C@@H](CO)O